Sodium-boron [B].[Na]